C(=CC)[Si](OC)(OC)CCCCCCCCCCCCCC propenyltetradecyldimethoxysilane